4-(6-Azabicyclo[3.1.1]heptane-3-yl)-2-(2,6-dioxopiperidin-3-yl)-5,7-difluoroisoindoline C12CC(CC(N1)C2)C2=C1CN(CC1=C(C=C2F)F)C2C(NC(CC2)=O)=O